OCC1(CC1)NC(=O)C1=C(OC2=C1C=C(C=C2)OCC=2C(=NC=CC2)C(F)(F)F)C N-(1-(hydroxymethyl)cyclopropyl)-2-methyl-5-((2-(trifluoromethyl)pyridin-3-yl)methoxy)-benzofuran-3-carboxamide